3-chloro-5-[(7S)-2-chloro-6-ethyl-spiro[5,8-dihydropyrido[4,3-d]pyrimidine-7,1'-tetralin]-4-yl]-N,N-dimethyl-4,6,7,8-tetrahydropyrazolo[1,5-a][1,4]diazepine-2-carboxamide ClC=1C(=NN2C1CN(CCC2)C=2C1=C(N=C(N2)Cl)C[C@]2(CCCC3=CC=CC=C23)N(C1)CC)C(=O)N(C)C